5-bromo-3,4-dimethylisobenzofuran-1(3H)-one BrC=1C(=C2C(OC(C2=CC1)=O)C)C